FC=1C(=NC=C(C1)C(F)(F)F)CC1CC2(CN(C2)C(=O)N2C[C@H](CC2)C2=NC=NN2)C1 [6-[[3-Fluoro-5-(trifluoromethyl)-2-pyridyl]methyl]-2-azaspiro[3.3]heptan-2-yl]-[(3S)-3-(1H-1,2,4-triazol-5-yl)pyrrolidin-1-yl]methanone